2-(1-(((tert-butyldimethylsilyl)oxy)methyl)cyclobutyl)pyrimidine [Si](C)(C)(C(C)(C)C)OCC1(CCC1)C1=NC=CC=N1